4-(2,2-dimethylpropanoyl)benzoyl chloride CC(C(=O)C1=CC=C(C(=O)Cl)C=C1)(C)C